6-chloro-8-fluoro-7-(2-fluoro-6-((4-methoxybenzyl) oxy) phenyl)-3-nitroquinolin-4-yl triflate O(S(=O)(=O)C(F)(F)F)C1=C(C=NC2=C(C(=C(C=C12)Cl)C1=C(C=CC=C1OCC1=CC=C(C=C1)OC)F)F)[N+](=O)[O-]